COC=1C=C(C=CC1)C1=NN2C(=NC=3C=CC=CC3C2=N1)NC1C(NCCN(C1)C(=O)OCC1=CC=CC=C1)=O Benzyl 6-{[2-(3-methoxyphenyl) [1,2,4]triazolo[1,5-c]quinazolin-5-yl] amino}-5-oxo-1,4-diazacycloheptane-1-carboxylate